{2-[(5-bromo-2-chloro-6-fluoro-1H-1,3,4-triazainden-1-yl)methoxy]ethyl}tris(methyl)silane BrC=1N=C2N=C(N(C2=CC1F)COCC[Si](C)(C)C)Cl